7-bromo-2-phenyl-3-(trifluoromethyl)-4H-pyrido[1,2-a]pyrimidin-4-one BrC=1C=CC=2N(C(C(=C(N2)C2=CC=CC=C2)C(F)(F)F)=O)C1